(Z)-5-(3-((1-ethylpyrrolidin-3-ylidene)methyl)-2-fluoro-6-hydroxyphenyl)-1,2,5-thiadiazolidin-3-one 1,1-dioxide C(C)N1C\C(\CC1)=C/C=1C(=C(C(=CC1)O)N1CC(NS1(=O)=O)=O)F